N1(CCC1)C1=CC=NC2=C(C=CC(=C12)[N+](=O)[O-])O 4-(azetidin-1-yl)-5-nitroquinolin-8-ol